4-methyl-5-pentylbenzene-1,3-diol CC1=C(C=C(C=C1CCCCC)O)O